ethoxytin (II) C(C)O[Sn+]